(N-(4-methoxy-6-((4-(propiolamidomethyl)-1H-pyrazol-1-yl)methyl)benzo[d]isoxazol-3-yl)sulfamoyl)-N-methylbenzamide COC1=CC(=CC2=C1C(=NO2)NS(=O)(=O)C2=C(C(=O)NC)C=CC=C2)CN2N=CC(=C2)CNC(C#C)=O